L-N-methylhistidine CN[C@@H](CC1=CNC=N1)C(=O)O